N1(CCCC1)CCOC=1C=CC=NC1 5-(2-pyrrolidin-1-ylethoxy)pyridine